C1N(CCCC12NCCCOC2)C(=O)N 11-oxa-2,7-diazaspiro[5.6]Dodecane-2-carboxamide